C(C)(C)(C)O[C@H]1[C@@H](C[C@H]2N(CCC3=CC(=C(C=C23)OC)OCC#N)C1)O 2-(((2R,3R,11bR)-3-(tert-butoxy)-2-hydroxy-10-methoxy-1,3,4,6,7,11b-hexahydro-2H-pyrido[2,1-a]isoquinolin-9-yl)oxy)acetonitrile